4-(indolin-4-yl)-6-(6-(trifluoromethyl)pyridin-2-yl)-N-(2-(trifluoromethyl)pyridin-4-yl)-1,3,5-triazin-2-amine N1CCC2=C(C=CC=C12)C1=NC(=NC(=N1)C1=NC(=CC=C1)C(F)(F)F)NC1=CC(=NC=C1)C(F)(F)F